N-hydroxy-4-(6-((4-methoxyphenyl)ethynyl)-5-morpholinyl-1H-benzimidazol-2-yl)benzamide ONC(C1=CC=C(C=C1)C1=NC2=C(N1)C=C(C(=C2)N2CCOCC2)C#CC2=CC=C(C=C2)OC)=O